2-bromo-3-chloro(6,6,7,7-2H4)-5H-pyrazolo[1,5-a]pyrazin-4-one BrC1=NN2C(C(NC(C2([2H])[2H])([2H])[2H])=O)=C1Cl